[Cl-].C(C1=CC=CC=C1)[N+](CCCC)(C)C benzyldimethylbutyl-ammonium chloride